[(2R,3S,4R,5R)-5-[4-(cyclopentylamino)-2-(difluoromethyl)pyrrolo-[2,3-d]pyrimidin-7-yl]-3,4-dihydroxy-tetra-hydrofuran-2-yl]-methoxymethylphosphonic acid C1(CCCC1)NC=1C2=C(N=C(N1)C(F)F)N(C=C2)[C@H]2[C@@H]([C@@H]([C@@H](O2)C(OC)P(O)(O)=O)O)O